O[C@@]1(OC=2C=C(C=C(C2C(C1)=O)O)O)C1=CC=C(O)C=C1 2-hydroxynaringenin